4-(2-fluorophenyl)-7-(1-methyl-1H-pyrazol-5-yl)-2-(2-(2-propenoyl)-2,6-diazaspiro[3.4]octan-6-yl)-5,6,7,8-tetrahydro-1,7-naphthyridine-3-carbonitrile FC1=C(C=CC=C1)C1=C(C(=NC=2CN(CCC12)C1=CC=NN1C)N1CC2(CN(C2)C(C=C)=O)CC1)C#N